COC=1C=C2C=CC(=CC2=CC1)[C@@H](C(=O)OC)C methyl (S)-2-(6-methoxynaphthalene-2-yl)propionate